((2-(1-ethoxyvinyl)pyrimidin-4-yl)oxy)piperidine-1-carboxylic acid tert-butyl ester C(C)(C)(C)OC(=O)N1C(CCCC1)OC1=NC(=NC=C1)C(=C)OCC